COC1=C(CNC2=NC=3C(=CC(=CC3C=3N2N=C(N3)C3CC(C3)(O)C=3C=CC(=NC3)C(=O)OCCC)F)OC)C=CC(=C1)OC propyl 5-((1s,3s)-3-(5-((2,4-dimethoxybenzyl)amino)-9-fluoro-7-methoxy-[1,2,4]triazolo[1,5-c]quinazolin-2-yl)-1-hydroxycyclobutyl)picolinate